4-amino-N-((6-chloro-3-pyridazinyl)methyl)-N-((2R)-1-methoxy-2-propanyl)-1,3-dihydrofuro[3,4-c][1,7]naphthyridine-8-carboxamide NC1=NC=2C=NC(=CC2C2=C1COC2)C(=O)N([C@@H](COC)C)CC=2N=NC(=CC2)Cl